OC(=O)C(F)(F)F.N1=CN=CC(=C1)[C@H]1NOCC1 (3S)-3-pyrimidin-5-yl-isoxazolidine TFA salt